(S)-1'-(9-(4-chloro-2-methyl-2H-indazol-5-yl)-7H-imidazo[1,2-c]pyrrolo[3,2-e]pyrimidin-5-yl)-1,3-dihydrospiro[inden-2,4'-piperidin]-1-amine ClC=1C2=CN(N=C2C=CC1C1=CNC2=C1C=1N(C(=N2)N2CCC3(CC2)[C@@H](C2=CC=CC=C2C3)N)C=CN1)C